NC=1C(NC(N(N1)C1=CC(=C(C(=C1)Cl)OC1=NNC(C(=C1)C1CC(OCC1)(C)C)=O)Cl)=O)=O 6-Amino-2-(3,5-dichloro-4-((5-(2,2-dimethyl-tetrahydro-2H-pyran-4-yl)-6-oxo-1,6-dihydropyridazin-3-yl)oxy)phenyl)-1,2,4-triazine-3,5(2H,4H)-dione